((5S,8S,11S,14S)-18-amino-5-(4-aminobutyl)-3,8,11-trimethyl-4,7,10,13-tetraoxo-2-oxa-3,6,9,12-tetraazaoctadecan-14-yl)palmitamide NCCCC[C@H](C(N[C@H](C(N[C@H](C(N[C@H](C(N(OC)C)=O)CCCCN)=O)C)=O)C)=O)C(C(=O)N)CCCCCCCCCCCCCC